2-(3-(2-chloro-4-((5-cyclopropyl-3-(2,6-dichloro-4-fluorophenyl)isoxazol-4-yl)methoxy)phenyl)-3-hydroxyazetidin-1-yl)isonicotinate ClC1=C(C=CC(=C1)OCC=1C(=NOC1C1CC1)C1=C(C=C(C=C1Cl)F)Cl)C1(CN(C1)C=1C=C(C(=O)[O-])C=CN1)O